trans-tert-butylcyclohexanol C(C)(C)(C)C1(CCCCC1)O